COC1=NC2=CN=CC=C2C=C1C1=CN=C(N1)[C@H](CCCCCC(CC)=O)NC(=O)[C@H]1CC12CCN(CC2)C (S)-N-((S)-1-(5-(2-Methoxy-1,7-naphthyridin-3-yl)-1H-imidazol-2-yl)-7-oxononyl)-6-methyl-6-azaspiro[2.5]octan-1-carboxamid